C(C1=CC=C(C=C1)C=1C=C(C(C(=O)O)=CC1)C(=O)O)C1=CC=C(C=C1)C=1C=C(C(C(=O)O)=CC1)C(=O)O 4,4'-methylenedi(1,4-phenylene)bis(phthalic acid)